n-hexadecyl-glucose C(CCCCCCCCCCCCCCC)C(=O)[C@H](O)[C@@H](O)[C@H](O)[C@H](O)CO